4-[4-[2-[1-(6,7-dihydro-5H-pyrrolo[1,2-c]imidazol-1-yl)-2-oxo-2-(thiazol-2-ylamino)ethyl]-7-fluoro-3-oxo-isoindol-5-yl]thiazol-1-yl]piperidine-1-carboxylic acid tert-butyl ester C(C)(C)(C)OC(=O)N1CCC(CC1)S1C=NC(=C1)C=1C=C2C(N(CC2=C(C1)F)C(C(NC=1SC=CN1)=O)C1=C2N(C=N1)CCC2)=O